[Si](C1=CC=CC=C1)(C1=CC=CC=C1)(C(C)(C)C)OCC(CC1CC1)(C)NS(=O)C(C)(C)C N-(1-((tert-butyldiphenylsilyl)oxy)-3-cyclopropyl-2-methylpropan-2-yl)-2-methylpropane-2-sulfinamide